(5-((2,6-dioxopiperidin-3-yl)amino)pyridin-2-yl)methyl methanesulfonate CS(=O)(=O)OCC1=NC=C(C=C1)NC1C(NC(CC1)=O)=O